phenoxazine phosphate P(=O)(O)(O)O.C1=CC=CC=2OC3=CC=CC=C3NC12